(2R,3S)-3-{[(tert-butoxy)carbonyl]amino}-2-hydroxy-3-phenylpropanoate C(C)(C)(C)OC(=O)N[C@H]([C@H](C(=O)[O-])O)C1=CC=CC=C1